O=C1N(CCC(N1)=O)C1=CC=C(N=N1)CN1CCN(CC1)C1CCN(CC1)C1=NC(=C(C(=O)N)C=C1)C1=CC=C(C=C1)OC1=CC=CC=C1 6-(4-(4-((6-(2,4-dioxotetrahydropyrimidin-1(2H)-yl)pyridazin-3-yl)methyl)piperazin-1-yl)piperidin-1-yl)-2-(4-phenoxyphenyl)nicotinamide